(2R,3R,4S,5R,6R)-2-(hydroxymethyl)-5-methoxy-6-((3-(3-methyloxoazetidin-3-yl)isoxazol-5-yl)methyl)-4-(4-(2,3,4-trifluorophenyl)-1H-1,2,3-triazol-1-yl)tetrahydro-2H-pyran-3-ol OC[C@H]1O[C@@H]([C@@H]([C@H]([C@H]1O)N1N=NC(=C1)C1=C(C(=C(C=C1)F)F)F)OC)CC1=CC(=NO1)C1(C(NC1)=O)C